O[C@@H]1C[C@@H](CCC1(C)C)NC1=NC=NC=C1C(=O)N 4-((1R,3R)-3-hydroxy-4,4-dimethylcyclohexylamino)pyrimidine-5-carboxamide